C1(CC1)[C@H]1CN=C2N1C1=CC=C(C=C1C(N2CC=2C=NN(C2)C)=O)S(=O)(=O)NC2(CC2)C (S)-1-cyclopropyl-4-((1-methyl-1H-pyrazol-4-yl)methyl)-N-(1-methylcyclopropyl)-5-oxo-1,2,4,5-tetrahydroimidazo[1,2-a]quinazoline-7-sulfonamide